1-(4-chlorobenzyl)-7-(morpholin-4-yl)-4-sulfanylidene-3,4-dihydropyrido[3,2-d]pyrimidin-2(1H)-one ClC1=CC=C(CN2C(NC(C3=C2C=C(C=N3)N3CCOCC3)=S)=O)C=C1